(3S,4R)-3-cyclopropyl-4-methyl-1-[6-(1-methylpyrazol-4-yl)pyrrolo[1,2-b]pyridazin-4-yl]-2-oxopyrrolidine-3-carbonitrile C1(CC1)[C@@]1(C(N(C[C@@H]1C)C=1C=2N(N=CC1)C=C(C2)C=2C=NN(C2)C)=O)C#N